NC=1N=NC(=CC1C=1C=NN(C1)C1CCN(CC1)C(=O)N(C)C1CCN(CC1)C1=C2CCN(C2=CC=C1)C1C(NC(CC1)=O)=O)C1=C(C=CC=C1)O 4-(4-(3-amino-6-(2-hydroxyphenyl)pyridazin-4-yl)-1H-pyrazol-1-yl)-N-(1-(1-(2,6-dioxopiperidin-3-yl)indolin-4-yl)piperidin-4-yl)-N-methylpiperidine-1-carboxamide